5-methyl-1H-imidazole-4-carbonitrile trifluoroacetate salt FC(C(=O)O)(F)F.CC1=C(N=CN1)C#N